(S)-N-(3-(1-((5-(3,4-dimethoxybenzyl)-5H-pyrrolo[2,3-b]pyrazin-3-yl)amino)ethyl)phenyl)-5-methylnicotinamide COC=1C=C(CN2C=CC=3C2=NC(=CN3)N[C@@H](C)C=3C=C(C=CC3)NC(C3=CN=CC(=C3)C)=O)C=CC1OC